2-tetrahydropyranyl methacrylate C(C(=C)C)(=O)OC1OCCCC1